N1(CCNCC1)C(=O)C1=CC=C(C=C1)C=1C=NC=C(C(=O)NC2=CC(=CC=C2)OC(F)(F)F)C1 5-(4-(piperazine-1-carbonyl)phenyl)-N-(3-trifluoromethoxyphenyl)nicotinamide